C1(=CC(=CC=C1)CCCCCCCCCCCCCCCCCCC(=O)N)CCCCCCCCCCCCCCCCCCC(=O)N m-xylylenebisstearic acid amide